CCCCCCCCCCCCCCCC/C=C\OC[C@H](COP(=O)(O)OC[C@H](CO)O)O 1-(1Z-octadecenyl)-glycero-3-phospho-(1'-sn-glycerol)